N3,N3,N6,N6-tetraphenyl-9-(3,5,6-tri(9H-carbazol-9-yl)-[4,4'-bipyridin]-2-yl)-9H-carbazole-3,6-diamine C1(=CC=CC=C1)N(C=1C=CC=2N(C3=CC=C(C=C3C2C1)N(C1=CC=CC=C1)C1=CC=CC=C1)C1=NC(=C(C(=C1N1C2=CC=CC=C2C=2C=CC=CC12)C1=CC=NC=C1)N1C2=CC=CC=C2C=2C=CC=CC12)N1C2=CC=CC=C2C=2C=CC=CC12)C1=CC=CC=C1